2-(3-(3',5'-difluoro-6-methyl-[1,1'-biphenyl]-3-yl)-4-(4-sulfamoylbenzyl)-1H-pyrazol-1-yl)thiazole-4-carboxylic acid FC=1C=C(C=C(C1)F)C1=CC(=CC=C1C)C1=NN(C=C1CC1=CC=C(C=C1)S(N)(=O)=O)C=1SC=C(N1)C(=O)O